C1NCC2=CC(=CC=C12)C1=CC=2NC(=C(C2S1)C(C)C)C=1C=C(C=2N(C1)N=CN2)C 2-(isoindolin-5-yl)-6-isopropyl-5-(8-methyl-[1,2,4]triazolo[1,5-a]pyridin-6-yl)-4H-thieno[3,2-b]pyrrole